2-methyl-4-undecanol CC(C)CC(CCCCCCC)O